C[C@H]([C@@H](C(=O)N[C@@H](C)C(=O)O)NC(=O)[C@H](CC(C)C)N)O The molecule is a tripeptide composed of L-leucine, L-threonine and L-alanine joined in sequence by peptide linkages. It has a role as a metabolite. It derives from a L-leucine, a L-threonine and a L-alanine.